O=S1(N=C(C2=C1C=CC=C2)N(\N=C\C2=CC(=C(C=C2)CO)OC)C)=O [4-[(E)-[(1,1-Dioxo-1,2-benzothiazol-3-yl)-methyl-hydrazono]methyl]-2-methoxyphenyl]methanol